3-(ISOPROPYLTHIO)PROPANOIC ACID C(C)(C)SCCC(=O)O